C1(=CC=CC=C1)C=1N=C2N(C=C(C=N2)NC(OC(C)(C)C)=O)C1 tert-butyl (2-phenylimidazo[1,2-a]pyrimidin-6-yl)carbamate